N[C@@H](CC(=O)OCC)C=1SC=C(C1)C1=C(C=C(C=C1)F)F ethyl (S)-3-amino-3-(4-(2,4-difluorophenyl)thiophen-2-yl)propanoate